1-(2-fluorocyclohexyl)ethanone FC1C(CCCC1)C(C)=O